(R)-1-(cyclopropyl(methyl)carbamoyl)pyrrolidin-3-yl (1-(4-(2,6-dioxopiperidin-3-yl)-3,5-difluorophenyl)azetidin-3-yl)carbamate O=C1NC(CCC1C1=C(C=C(C=C1F)N1CC(C1)NC(O[C@H]1CN(CC1)C(N(C)C1CC1)=O)=O)F)=O